COCCSCCNC(C)(C)C N-[2-(2-methoxyethylthio)ethyl]-2-methyl-propan-2-amine